(5S)-5-(((benzyloxy)carbonyl)amino)-6-(((2S)-1-((2-methyl-5-(2-(piperidin-3-yl)ethoxy)benzyl)amino)-1-oxo-4-phenylbutan-2-yl)amino)-6-oxohexanoic acid C(C1=CC=CC=C1)OC(=O)N[C@@H](CCCC(=O)O)C(=O)N[C@H](C(=O)NCC1=C(C=CC(=C1)OCCC1CNCCC1)C)CCC1=CC=CC=C1